tert-butyl ((2-chloro-6-(trifluoromethyl)pyridin-3-yl)methyl-d2)(methyl)carbamate ClC1=NC(=CC=C1C([2H])([2H])N(C(OC(C)(C)C)=O)C)C(F)(F)F